2,4-dichloro-6-(1-(difluoromethyl)-1H-pyrazol-3-yl)pyridine ClC1=NC(=CC(=C1)Cl)C1=NN(C=C1)C(F)F